[Ge].[Cu] copper-germanium